5-nitro-1,2-benzisoxazole [N+](=O)([O-])C=1C=CC2=C(C=NO2)C1